3,6-di(3-aminopropyl)-2,5-diketopiperazine hydrochloride Cl.NCCCC1C(NC(C(N1)=O)CCCN)=O